OC[C@@H](COCCCCCCCCCCCCCCCCCC)OCC=1C=C(C=C(C#N)C1)C#N (S)-5-(((1-hydroxy-3-(octadecyloxy)propan-2-yl)oxy)methyl)isophthalonitrile